N-((5-(2-fluoro-4-(trifluoromethyl)phenyl)-1,2,4-oxadiazol-3-yl)methyl)-2-fluorobenzamide FC1=C(C=CC(=C1)C(F)(F)F)C1=NC(=NO1)CNC(C1=C(C=CC=C1)F)=O